[Cl-].C1(CCCCC1)P(C1=C(C=CC=C1)C1=C(C=C(C=C1C(C)C)C(C)C)C(C)C)C1CCCCC1 (2-dicyclohexylphosphino-2',4',6'-triisopropyl-1,1'-biphenyl) chloride